CC(C(=O)OCC)(C)OC1=C(C=C(C=C1C(F)(F)F)CN1N=CN(C1=O)C1=CC=C(C=C1)OC(F)(F)F)C Ethyl 2-methyl-2-(2-methyl-4-((5-oxo-4-(4-(trifluoro-methoxy)phenyl)-4,5-dihydro-1H-1,2,4-triazol-1-yl)methyl)-6-(trifluoromethyl) phenoxy)propionate